phenyl-boronic acid 2,4,6-trimethylbenzylphenylphosphinate CC1=C(CP(O)(=O)C2=CC=CC=C2)C(=CC(=C1)C)C.C1(=CC=CC=C1)B(O)O